BrC=1C=C(C(=NC1)C=1N=NC(=CC1)N1CC(NC(C1)(C)C)(C)C)OCOC 3-[5-bromo-3-(methoxymethoxy)-2-pyridyl]-6-(3,3,5,5-tetramethylpiperazin-1-yl)pyridazine